(E)-2-amino-5-(3-(3-amino-3-oxoprop-1-en-1-yl)-4-chloro-1H-pyrrolo[2,3-b]pyridin-5-yl)-N,N-dimethylbenzamide NC1=C(C(=O)N(C)C)C=C(C=C1)C=1C(=C2C(=NC1)NC=C2\C=C\C(=O)N)Cl